methyl 3-bromo-4-iodothieno[2,3-c]pyridine-2-carboxylate BrC1=C(SC2=CN=CC(=C21)I)C(=O)OC